1-(5-((5-chloro-4-(2,6-dimethylmorpholino)pyrimidin-2-yl)amino)pyridin-3-yl)pyrrolidin-2-one ClC=1C(=NC(=NC1)NC=1C=C(C=NC1)N1C(CCC1)=O)N1CC(OC(C1)C)C